5-(4-fluorophenyl)-4-hydroxy-N-(4-(6-(1-isobutyrylpiperidin-4-yl)-1-((4-methoxybenzyl)amino)pyrrolo[1,2-a]pyrazin-8-yl)phenyl)nicotinamide FC1=CC=C(C=C1)C=1C=NC=C(C(=O)NC2=CC=C(C=C2)C=2C=C(N3C2C(=NC=C3)NCC3=CC=C(C=C3)OC)C3CCN(CC3)C(C(C)C)=O)C1O